C1=CC=CC2=CC3=CC=CC=C3C(=C12)C=1OC2=C(N1)C=CC=C2 2-(9-anthryl)-benzoxazole